2-((6aR,8R)-6a-(difluoromethyl)-8-((6-vinyl-1,8-naphthyridin-2-yl)oxy)-5,6,6a,7,8,9-hexahydropyrrolo[1',2':4,5]pyrazino[2,3-c]pyridazin-2-yl)-6-fluorophenol FC([C@]12N(C=3C(=NN=C(C3)C3=C(C(=CC=C3)F)O)NC1)C[C@@H](C2)OC2=NC1=NC=C(C=C1C=C2)C=C)F